C1(CCC1)[C@H]1CN(C[C@H](N1)C)C=1N=NC(=CN1)C1=C(C=C(C=C1)C=1C=NN(C1)C([2H])([2H])[2H])O 2-{3-[(3S,5R)-3-cyclobutyl-5-methylpiperazin-1-yl]-1,2,4-triazin-6-yl}-5-[1-(2H3)methyl-1H-pyrazol-4-yl]phenol